3-amino-N-{2-[3-amino-4-(fluoromethyl)pyrrolidin-1-yl]-5,6,7,8-tetrahydroquinazolin-6-yl}-4,6-dimethylthieno[2,3-b]pyridine-2-carboxamide NC1=C(SC2=NC(=CC(=C21)C)C)C(=O)NC2CC=1C=NC(=NC1CC2)N2CC(C(C2)CF)N